C(C)(C)(C)OOC(CCC(=O)OCCCC)(C)OOC(C)(C)C n-butyl 4,4-di-(tert-butylperoxy)valerate